FC(C1(C2=CC=CC=C2C=2C=CC=CC12)C(F)(F)F)(F)F 9,9-di(trifluoromethyl)-fluorene